Methyl 2-hydroxyisobutyrate (Methyl-2-hydroxyisobutyrate) CCC(C(=O)O)(C)O.OC(C(=O)OC)(C)C